5-[(3S)-2-[1-(2-bromopyrimidin-4-yl)piperidine-4-carbonyl]isoxazolidin-3-yl]pyridine-3-carbonitrile BrC1=NC=CC(=N1)N1CCC(CC1)C(=O)N1OCC[C@H]1C=1C=C(C=NC1)C#N